C(CC)OP(OCCC)(=O)CC(COC(C=C)=O)O acryloyloxy-2-hydroxypropyl-phosphonic acid dipropyl ester